N[C@H](C(=O)OC)[C@@H](C1=C(C=CC=C1)F)NC(=O)OC(C)(C)C methyl (2S,3R)-2-amino-3-(tert-butoxycarbonylamino)-3-(2-fluorophenyl)propanoate